acryloyloxybutylbenzyldiethyl-ammonium chloride [Cl-].C(C=C)(=O)OCCCC[N+](CC)(CC)CC1=CC=CC=C1